methyl 4'-(difluoromethyl)[1,1'-biphenyl]-2-carboxylate FC(C1=CC=C(C=C1)C=1C(=CC=CC1)C(=O)OC)F